2,6-dichloromethyl-4-(p-methoxyphenyl)-triazine ClCN1NC(=CC(=N1)C1=CC=C(C=C1)OC)CCl